C(=O)(O)C=1C=C(C(=O)O)C=CC1C(=O)O 3,4-dicarboxybenzoic acid